N-(1-Methylcyclopropyl)-3-((2-Methylthiazole-5-yl)methyl)-2,4-dioxo-1,2,3,4-tetrahydrothieno[2,3-d]Pyrimidin-6-sulfonamide CC1(CC1)NS(=O)(=O)C1=CC2=C(NC(N(C2=O)CC2=CN=C(S2)C)=O)S1